7-{octahydro-1H-pyrrolo[3,2-c]pyridin-5-yl}-1,4-dihydroquinolin-4-one hydrochloride Cl.N1CCC2CN(CCC21)C2=CC=C1C(C=CNC1=C2)=O